(S)-N-(1-(4-(2-(2-Aminopyridin-3-yl)-5-phenyl-3H-imidazo[4,5-b]pyridin-3-yl)benzyl)pyrrolidin-3-yl)cyanamide NC1=NC=CC=C1C1=NC=2C(=NC(=CC2)C2=CC=CC=C2)N1C1=CC=C(CN2C[C@H](CC2)NC#N)C=C1